1-(4-((4-((4-(3-fluorophenoxy)-2-(2-hydroxypropan-2-yl)phenyl)amino)-7-methoxyquinazolin-6-yl)oxy)piperidin-1-yl)prop-2-en-1-one FC=1C=C(OC2=CC(=C(C=C2)NC2=NC=NC3=CC(=C(C=C23)OC2CCN(CC2)C(C=C)=O)OC)C(C)(C)O)C=CC1